C1(CC1)C([C@@H](C(=O)N)NC(=O)C1=CC=NN1C(C=C)C=C)C1CC1 (S)-N-(1,1-dicyclopropyl-3-(amino)-3-oxopropan-2-yl)-1-(penta-1,4-dien-3-yl)-1H-pyrazole-5-carboxamide